tert-butyl ((1-((4-methoxy-3-((phenylmethyl)sulfonamido)benzo[d]isoxazol-6-yl)methyl)-1H-pyrazol-3-yl)methyl)carbamate COC1=CC(=CC2=C1C(=NO2)NS(=O)(=O)CC2=CC=CC=C2)CN2N=C(C=C2)CNC(OC(C)(C)C)=O